C(C1=CC=CC=C1)OCC1=NN(C(N1CC)=O)C=1C(=CN2C(C=CC(=C2C1)C(C)C)=O)F 8-(3-((benzyloxy)methyl)-4-ethyl-5-oxo-4,5-dihydro-1H-1,2,4-triazol-1-yl)-7-fluoro-1-isopropyl-4H-quinolizin-4-one